BrC1=CC2=C(N(C=N2)COCC[Si](C)(C)C)C=C1F 2-[(5-bromo-6-fluoro-benzimidazol-1-yl)methoxy]ethyl-trimethyl-silane